C(C)OC(=O)[C@H]1CN(CCC1)C1=NC(=NC=C1)Cl (R)-1-(2-chloropyrimidin-4-yl)piperidine-3-carboxylic acid ethyl ester